2-(Chloromethyl)-4-nitrophenol hydrochloride Cl.ClCC1=C(C=CC(=C1)[N+](=O)[O-])O